CC1=C(C=2OCC[C@H]3N(C2N=C1)CCNC3)C (R)-3,4-dimethyl-6,7,7a,8,10,11-hexahydro-9H-pyrazino[1,2-d]pyrido[3,2-b][1,4]oxazepin